3-chloro-N-[(2,4-dimethoxyphenyl)methyl]-2,6-difluoro-N-(6-fluoro-2-pyridyl)-4-[(3S)-3-formyl-3-methoxy-pyrrolidin-1-yl]benzenesulfonamide ClC=1C(=C(C(=CC1N1C[C@](CC1)(OC)C=O)F)S(=O)(=O)N(C1=NC(=CC=C1)F)CC1=C(C=C(C=C1)OC)OC)F